COC1CNCC1 3-methoxypyrrolidine